N-[(2S)-1-(4-{[5-(1,3-oxazol-5-yl)thiophen-2-yl]sulfonyl}piperazin-1-yl)propan-2-yl]-8-(trifluoromethyl)quinazolin-4-amine O1C=NC=C1C1=CC=C(S1)S(=O)(=O)N1CCN(CC1)C[C@H](C)NC1=NC=NC2=C(C=CC=C12)C(F)(F)F